2-(4-((((1r,3r)-3-hydroxy-3-methylcyclobutyl)methyl)amino)pyrido[3,4-d]pyridazin-1-yl)-5-(trifluoromethyl)phenol OC1(CC(C1)CNC=1N=NC(=C2C1C=NC=C2)C2=C(C=C(C=C2)C(F)(F)F)O)C